CN(C(OC(C)(C)C)=O)CC1=C(C=CC=C1)CN(C(=O)N1CCOCC1)CC(NC=1C=C2CC3(C(NC4=NC=CC=C43)=O)CC2=CC1)=O tert-Butyl methyl(2-((N-(2-oxo-2-((2'-oxo-1,1',2',3-tetrahydrospiro[indene-2,3'-pyrrolo[2,3-b]pyridin]-5-yl)amino)ethyl)morpholine-4-carboxamido)methyl)benzyl)carbamate